2,4-dioxo-1,4-dihydro-2H-benzo[d][1,3]oxazine-6-carbonitrile O=C1OC(C2=C(N1)C=CC(=C2)C#N)=O